(1r,2s)-2-{3-[(3-cyclopropyl-1-ethyl-1H-pyrazol-5-yl)amino]-1H-indazol-6-yl}-5'-methoxyspiro[cyclopropan-1,3'-indol]-2'(1'H)-one C1(CC1)C1=NN(C(=C1)NC1=NNC2=CC(=CC=C12)[C@@H]1C[C@@]12C(NC1=CC=C(C=C21)OC)=O)CC